NC[C@@H](C1=CC(=CC=C1)Cl)NC(=O)C=1N=CN(C1)C1=NC(=NC=C1C)NC1=CC=C(C=C1)F (R)-N-(2-amino-1-(3-chlorophenyl)ethyl)-1-(2-((4-fluorophenyl)amino)-5-methylpyrimidin-4-yl)-1H-imidazole-4-amide